CN1CCN(CC1)C1=CC=C(C=N1)NC1=NC=CC(=N1)C1=CN=C2N1C=C(C=C2)C2=CC=CC=C2 N-(6-(4-Methylpiperazin-1-yl)pyridin-3-yl)-4-(6-phenylimidazo[1,2-a]pyridin-3-yl)pyrimidin-2-amine